FC(C1=C(C=CC(=C1)C(F)(F)F)C=1C=2N(C(=NN1)N[C@H]1CN(CCC1)CC)C=CC2)(F)F 1-[2,4-bis(trifluoromethyl)phenyl]-N-[(3R)-1-ethylpiperidin-3-yl]pyrrolo[1,2-d][1,2,4]triazin-4-amine